7-(4-chlorobenzyl)-8-(1-fluoro-4,4-dimethylcyclohex-2-en-1-yl)-1-(3-hydroxypropyl)-3-methyl-3,7-dihydro-1H-purine-2,6-dione ClC1=CC=C(CN2C(=NC=3N(C(N(C(C23)=O)CCCO)=O)C)C2(C=CC(CC2)(C)C)F)C=C1